4-(hydroxyethoxycarbonyl)tetracyclo[6.2.1.13,6.02,7]Dodec-9-ene OCCOC(=O)C1C2C3C4C=CC(C3C(C1)C2)C4